NC1=CC=CC(=N1)S(=O)(=O)NC(=O)C=1C(=NC(=CC1)C1=C(C=CC(=C1)F)C)N1C(C[C@@H](C1)C)(C)C N-[(6-Amino-2-pyridyl)sulfonyl]-6-(5-fluoro-2-methylphenyl)-2-[(4S)-2,2,4-trimethylpyrrolidin-1-yl]pyridin-3-carboxamid